(1-(phenylsulfonyl)-2-(1-(phenylsulfonyl)-2-(3,4,5-trimethoxybenzoyl)-1H-indol-5-yl)-1H-imidazol-4-yl)(3,4,5-trimethoxyphenyl)methanone C1(=CC=CC=C1)S(=O)(=O)N1C(=NC(=C1)C(=O)C1=CC(=C(C(=C1)OC)OC)OC)C=1C=C2C=C(N(C2=CC1)S(=O)(=O)C1=CC=CC=C1)C(C1=CC(=C(C(=C1)OC)OC)OC)=O